FC(OC1=CC=C(C=C1)C1=CN=C2N1C=CN=C2NC2=CC(=C(C(=O)NCCOCCN1CCNCC1)C=C2)C)F 4-[[3-[4-(difluoromethoxy)phenyl]imidazo[1,2-a]pyrazin-8-yl]amino]-2-methyl-N-[2-(2-piperazin-1-ylethoxy)ethyl]benzamide